FC(F)(F)C#CC1=CC=C(C=C1)[N+](=O)[O-] trifluoromethyl-(4-nitro)phenylacetylene